C(C)C(C[N+]1(CCOCC1)CC(CCCC)CC)CCCC N,N-bis(2-ethylhexyl)morpholinium